NC(C(=O)O)(C(CCCC(=O)O)O)N e-diamino-β-hydroxyheptanedioic acid